4-cyano-N-(3-(1-(difluoromethyl)-1H-pyrazol-4-yl)-1H-indazol-5-yl)-2-methoxy-6-methylbenzamide C(#N)C1=CC(=C(C(=O)NC=2C=C3C(=NNC3=CC2)C=2C=NN(C2)C(F)F)C(=C1)C)OC